COC(C1=CC=C(C=C1)NC(=O)C1=NN2C(N=CC=C2C2=CC(=C(C=C2)OC)OC)=C1)=O.N1C(NCC1)=NC(C1=CC=CC=C1)=O N-[imidazolidin-2-ylidene]benzamide methyl-4-(7-(3,4-dimethoxyphenyl)pyrazolo[1,5-a]pyrimidine-2-carboxamido)benzoate